FC1=CC=C(C=C1)C1=C(N(C=N1)C(C)C)C=1NC=C(N1)C(=O)NC1=C(C=C(C=C1)C1CN(C1)C([2H])([2H])[2H])F 2-[5-(4-fluorophenyl)-3-isopropyl-imidazol-4-yl]-N-[2-fluoro-4-[1-(trideuteriomethyl)azetidin-3-yl]phenyl]-1H-imidazole-4-carboxamide